bis(methacryloyloxydecyl) phosphate P(=O)(OCCCCCCCCCCOC(C(=C)C)=O)(OCCCCCCCCCCOC(C(=C)C)=O)[O-]